1,3,3-tris(2,5-dimethyl-4-hydroxyphenyl)butane CC1=C(C=C(C(=C1)O)C)CCC(C)(C1=C(C=C(C(=C1)C)O)C)C1=C(C=C(C(=C1)C)O)C